The molecule is a short-chain, methyl-branched fatty acyl-CoA that is the S-isobutyryl derivative of coenzyme A. It has a role as a human metabolite and a mouse metabolite. It is a short-chain fatty acyl-CoA and a methyl-branched fatty acyl-CoA. It derives from a coenzyme A and an isobutyric acid. It is a conjugate acid of an isobutyryl-CoA(4-). CC(C)C(=O)SCCNC(=O)CCNC(=O)[C@@H](C(C)(C)COP(=O)(O)OP(=O)(O)OC[C@@H]1[C@H]([C@H]([C@@H](O1)N2C=NC3=C(N=CN=C32)N)O)OP(=O)(O)O)O